C1(CCCC1)C(=O)N1CC2(CC2)C[C@H]1C(=O)N[C@@H](C[C@H]1C(NCC1)=O)C(COC(F)(F)F)=O (S)-5-(cyclopentanecarbonyl)-N-((S)-3-oxo-1-((S)-2-oxopyrrolidin-3-yl)-4-(trifluoromethoxy)butan-2-yl)-5-azaspiro[2.4]heptane-6-carboxamide